8-fluoro-6-hydroxy-N-((1-hydroxycyclohexyl)methyl)-4-oxo-4H-chromene-2-carboxamide FC=1C=C(C=C2C(C=C(OC12)C(=O)NCC1(CCCCC1)O)=O)O